CC=1C=NC=CC1C1CN(C1)C(=O)OC(C)(C)C tert-butyl 3-(3-methyl-4-pyridyl)azetidine-1-carboxylate